P(OCC(CCCC)CC)([O-])[O-] mono(2-ethylhexyl) phosphite